FC=1C=CC(=C(C1)C1CN(C1)C(=O)OC(C)(C)C)OC tert-butyl 3-(5-fluoro-2-methoxyphenyl)azetidine-1-carboxylate